5-chloro-N-((1r,4r)-4-((3-(2-cyanophenyl)-2-oxo-2,3-dihydro-1H-benzo[d]imidazol-1-yl)methyl)cyclohexyl)-2-methylnicotinamide ClC=1C=NC(=C(C(=O)NC2CCC(CC2)CN2C(N(C3=C2C=CC=C3)C3=C(C=CC=C3)C#N)=O)C1)C